CC1=NC(=CC(=N1)C(C)=O)OCC(F)(F)F 1-(2-methyl-6-(2,2,2-trifluoroethoxy)pyrimidin-4-yl)ethan-1-one